ethylhexanethiol C(C)C(CCCCC)S